C(CCCCCC)OC1=CC=C(C=C1)S(=O)(=O)C=1C=NC2=CC=C(C=C2C1N1CCN(CC1)CCN1CCCC1)S(=O)C 3-((4-(heptyloxy)phenyl)sulfonyl)-6-(methylsulfinyl)-4-(4-(2-(pyrrolidin-1-yl)ethyl)piperazin-1-yl)quinoline